C(C)ONC(N(CC1=CC=C(C=C1)C1=NOC(=N1)C(F)(F)F)OC)=O 3-ethoxy-1-methoxy-1-[[4-[5-(trifluoromethyl)-1,2,4-oxadiazol-3-yl]phenyl]methyl]urea